F[Sb-](F)(F)(F)(F)F.[Ag+] Silver fluoroantimonate